4-cyclopropyl-3-(2-fluorophenyl)-N-[2-(trifluoromethyl)pyridine-4-yl]-1,2-thiazole-5-carboxamide C1(CC1)C=1C(=NSC1C(=O)NC1=CC(=NC=C1)C(F)(F)F)C1=C(C=CC=C1)F